CC1=C(C(=NO1)C=1C=NC(=CC1)C)COC1=CC=C(N=N1)C(=O)O 6-((5-methyl-3-(6-methylpyridin-3-yl)isoxazol-4-yl)methoxy)pyridazine-3-carboxylic acid